6-chloro-N-(4-fluorophenyl)-1-tetrahydropyran-4-yl-pyrazolo[3,4-d]pyrimidin-4-amine ClC1=NC(=C2C(=N1)N(N=C2)C2CCOCC2)NC2=CC=C(C=C2)F